4-[2-[4-[5-isopropyl-1-[4-(trifluoromethoxy)phenyl]pyrazol-3-yl]piperazin-1-yl]ethyl]morpholine C(C)(C)C1=CC(=NN1C1=CC=C(C=C1)OC(F)(F)F)N1CCN(CC1)CCN1CCOCC1